2-(2-(2-Fluoro-5-((6-fluoro-4-(methylthio)-1H-indol-5-yl)oxy)phenyl)-1H-imidazol-5-yl)-2-(3-iodophenyl)propanenitrile FC1=C(C=C(C=C1)OC=1C(=C2C=CNC2=CC1F)SC)C=1NC(=CN1)C(C#N)(C)C1=CC(=CC=C1)I